FC=1C=CC=C(C1C#N)F 3,5-difluoro-4-cyanobenzene